4-bromo-1-(2,6-difluorophenyl)-1H-pyrazole BrC=1C=NN(C1)C1=C(C=CC=C1F)F